CN(CCC(=O)NC=1C(C2=C(N=C(N=C2)N2CC3(CC2)CCN(CC3)C(=O)OC(C)(C)C)N3C1SC1=C3C=CC=C1)=O)C tert-butyl 2-(6-(3-(dimethylamino)propanamido)-5-oxo-5H-benzo[4',5']-thiazolo[3',2':1,6]pyrido[2,3-d]pyrimidin-2-yl)-2,8-diazaspiro[4.5]decane-8-carboxylate